ClC1=CC(=C2C=C(NC2=C1F)C(=O)N1CCN(CC1)C1=NC=C(C=C1OC)F)C1CC1 (6-chloro-4-cyclopropyl-7-fluoro-1H-indol-2-yl)(4-(5-fluoro-3-methoxypyridin-2-yl)piperazin-1-yl)methanone